BrC1=C2CCN(C2=CC=C1)C1CCN(CC1)C 4-bromo-1-(1-methylpiperidin-4-yl)indoline